(3,5-dichloro-4-((5-isopropyl-6-oxo-1,6-dihydropyridin-3-yl)oxy)phenyl)boronic acid ClC=1C=C(C=C(C1OC1=CNC(C(=C1)C(C)C)=O)Cl)B(O)O